5-(4-((6-(3-ethylureido)pyrimidin-4-yl)methyl)piperazin-1-yl)-N-methyl-6-(trifluoromethyl)picolinamide C(C)NC(NC1=CC(=NC=N1)CN1CCN(CC1)C=1C=CC(=NC1C(F)(F)F)C(=O)NC)=O